CNC(=O)C1=CC=C(C=C1)C1=CC=C(C=C1)S(=O)(=O)[C@@H]1CC[C@H](CC1)NC1=CC=C(C=C1)S(F)(F)(F)(F)F N-methyl-4'-{[trans-4-{[4-(pentafluoro-λ6-sulfanyl)phenyl]Amino}cyclohexyl]sulfonyl}-[1,1'-biphenyl]-4-carboxamide